N-[1-(dicyclopropylmethyl)-3-methyl-1H-pyrazol-4-yl]-2-(1H-pyrazol-4-yl)-1,3-thiazole C1(CC1)C(N1N=C(C(=C1)N1C(SC=C1)C=1C=NNC1)C)C1CC1